tert-butyl (6-((4-methoxy-3-(5-Methoxypyrimidin-2-yl)-5-nitrophenylethoxy)methyl)pyridin-2-yl)carbamate COC1=C(C=C(C=C1[N+](=O)[O-])CCOCC1=CC=CC(=N1)NC(OC(C)(C)C)=O)C1=NC=C(C=N1)OC